FC1=C(C(=CC=C1)OC)C1=NC=CC2=C1CN(C2=O)C2=NC(=CC=C2)N2C[C@H]([C@@H](C2)NC)O 4-(2-fluoro-6-methoxyphenyl)-2-(6-(trans-3-hydroxy-4-(methylamino)pyrrolidin-1-yl)pyridin-2-yl)-2,3-dihydro-1H-pyrrolo[3,4-c]pyridin-1-one